tert-butyl 8-methoxy-5-(3-sulfamoylbenzyl)-2,3,4,5-tetrahydro-1H-pyrido[3,2-b]indole-1-carboxylate COC1=CC=2C3=C(N(C2C=C1)CC1=CC(=CC=C1)S(N)(=O)=O)CCCN3C(=O)OC(C)(C)C